C(C)(C)(C)OC(CC[C@H](NC(=O)OC(C)(C)C)C(=O)O)=O (tert-Butoxycarbonyl)-L-glutamic acid 5-tert-butyl ester